C(C)O[C@@H]1CC[C@H](CC1)N1N=C(C(=C1)NC(=O)C=1N=C(SC1)C=1C=NNC1)C1=NC=CC=C1 N-(1-((trans)-4-ethoxycyclohexyl)-3-(pyridin-2-yl)-1H-pyrazol-4-yl)-2-(1H-pyrazol-4-yl)thiazole-4-carboxamide